pyridopyrimidinyl-(pyridopyrimidine) N1=C(N=CC2=C1C=CC=N2)C2=NC1=C(C=N2)N=CC=C1